CC(C)[C@]1(C(=O)NC(=N1)C2=C(C=C(C=N2)COC)C(=O)[O-])C The molecule is a monocarboxylic acid anion resulting from the deprotonation of the carboxy group of (S)-imazamox. It is a conjugate base of a (S)-imazamox. It is an enantiomer of a (R)-imazamox(1-).